FC([C@@H](C1=CC=C(C=C1)F)NS(=O)(=O)C1=CN=C2N1N=CC=C2)(F)F (R)-N-(2,2,2-trifluoro-1-(4-fluorophenyl)ethyl)imidazo[1,2-b]pyridazine-3-sulfonamide